CC=1C=C(C(=O)O)C=CC1 m-methylbenzoic acid